S1C(=NC=C1)[C@H]1[C@@H](CN(C1)C(=O)OC(C)(C)C)C(NC1=C2C=CN=CC2=CC=C1)=O tert-Butyl (3S-4S)-4-(1,3-thiazol-2-yl)-3-(isoquinolin-5-ylcarbamoyl)pyrrolidine-1-carboxylate